Cl.Cl.C1CNCCC12CCC(CC2)N2CCN(CC2)C2=CC=C(C=C2)N2C(NC(CC2)=O)=O 1-(4-(4-(3-azaspiro[5.5]undec-9-yl)piperazin-1-yl)phenyl)dihydropyrimidine-2,4(1H,3H)-dione Dihydrochloride